CC1=C(C(=CC=C1)C)NC1=NN(C2=NC(=NC=C21)NC2=CC=C1CCN(CC1=C2)C(=S)C2CCN(CC2)C(=O)OC(C)(C)C)C tert-butyl 4-(7-((3-((2,6-dimethylphenyl)amino)-1-methyl-1H-pyrazolo[3,4-d]pyrimidin-6-yl)amino)-1,2,3,4-tetrahydroisoquinoline-2-carbonothioyl)piperidine-1-carboxylate